1,2-di(4-pyridyl) Ethylene tert-butyl 5-(((R)-tert-butylsulfinyl) amino)-3-methoxy-5,7-dihydrospiro[cyclopenta[b]pyridine-6,4'-piperidine]-1'-carboxylate C(C)(C)(C)[S@@](=O)NC1C=2C(=NC=C(C2)OC)CC12CCN(CC2)C(=O)OC(C)(C)C.N2=CC=C(C=C2)C=CC2=CC=NC=C2